4-chloro-4'-((3-((4-fluorophenyl)sulfonylamino)-4-hydroxyphenyl)carbamoyl)-[1,1'-biphenyl]-3-carboxylic acid methyl ester COC(=O)C=1C=C(C=CC1Cl)C1=CC=C(C=C1)C(NC1=CC(=C(C=C1)O)NS(=O)(=O)C1=CC=C(C=C1)F)=O